N1C(=NC2=C1C=CC=C2)C=2C=C(C=CC2)NC=2OC(=NN2)C=2N=NC=CC2 N-[3-(1H-benzo[d]imidazol-2-yl)phenyl]-5-pyridazin-3-yl-1,3,4-oxadiazol-2-amine